CC1=CNC2=NC=C(C=C21)C=2C=C1CCOCC1=CC2 6-(3-methyl-1H-pyrrolo[2,3-b]pyridin-5-yl)isochroman